beta-L-glucose O[C@@H]1[C@@H](O)[C@H](O)[C@@H](O)[C@@H](O1)CO